(4,6-dichloropyrimidin-5-yl)carbamic acid tert-butyl ester C(C)(C)(C)OC(NC=1C(=NC=NC1Cl)Cl)=O